O1CCN(CC1)CCC1=CC=C(C=C1)CCCCSC1=C2CN(C(C2=CC=C1)=O)C1C(NC(CC1)=O)=O 3-(4-((4-(4-(2-morpholinoethyl)phenyl)butyl)thio)-1-oxoisoindolin-2-yl)piperidine-2,6-dione